N-((4,6-dimethyl-2-oxo-1,2-dihydropyridin-3-yl)methyl)-3-(ethyl((trans)-4-(methylamino)cyclohexyl)amino)-2-methyl-5-(3-morpholinoprop-1-yn-1-yl)benzamide CC1=C(C(NC(=C1)C)=O)CNC(C1=C(C(=CC(=C1)C#CCN1CCOCC1)N([C@@H]1CC[C@H](CC1)NC)CC)C)=O